N-(4-(aminoethyl)benzyl)-2,2,2-trifluoroacetamide hydrochloride Cl.NCCC1=CC=C(CNC(C(F)(F)F)=O)C=C1